(S)-N-(7-((6-cyanopyridin-2-yl)ethynyl)-5-methyl-4-oxo-2,3,4,5-tetrahydrobenzo[b][1,4]oxazepin-3-yl)-4-phenoxypicolinamide C(#N)C1=CC=CC(=N1)C#CC1=CC2=C(OC[C@@H](C(N2C)=O)NC(C2=NC=CC(=C2)OC2=CC=CC=C2)=O)C=C1